1,1'-(3,3'-difluoro[1,1'-biphenyl]-4,4'-diyl)bis{4-hydroxy-3-[(E)-diazenyl]naphthalene-2-sulfonic acid} FC=1C=C(C=CC1C1=C(C(=C(C2=CC=CC=C12)O)\N=N\[H])S(=O)(=O)O)C1=CC(=C(C=C1)C1=C(C(=C(C2=CC=CC=C12)O)\N=N\[H])S(=O)(=O)O)F